C(=O)(OC(C)(C)C)S1(C(CC2=C1C=CC(=C2)C(=O)O)=N)=O 1-Boc-imino-1-oxo-2,3-dihydrobenzothiophene-5-carboxylic acid